C(CCC)[C@]1(NS(C2=C(N(C1)C1=CC=CC=C1)C=C(C(=C2)O\C=C(\C(=O)OCC)/F)N(C)C)(=O)=O)CC ethyl (R)-(Z)-3-((3-butyl-7-(dimethylamino)-3-ethyl-1,1-dioxido-5-phenyl-2,3,4,5-tetrahydro-1,2,5-benzothiadiazepin-8-yl)oxy)-2-fluoroacrylate